(2R,3R,4S,5R)-2-{6-amino-2-{2-[(E)-3-(benzyloxy)benzylidene]hydrazino}-9H-purin-9-yl}-5-(hydroxymethyl)tetrahydrofuran-3,4-diol NC1=C2N=CN(C2=NC(=N1)N/N=C/C1=CC(=CC=C1)OCC1=CC=CC=C1)[C@@H]1O[C@@H]([C@H]([C@H]1O)O)CO